CC1=C(C=CC=C1)C#CN1C(OCC1)=O 3-((2-methylphenyl)ethynyl)oxazolidin-2-one